Ethyl-1-methylcyclopropanecarboxylate C(C)OC(=O)C1(CC1)C